CN1C=C2C(NC3=NC4=CC=CC=C4N3C34CCC(CN(CCOC=5N(N=CC5C(C1=O)=C2)C)C3)C4)=O 15,21-dimethyl-23-oxa-2,9,11,15,20,21,26-heptaazaheptacyclo[24.4.1.1^{1,28}.1^{13,17}.0^{2,10}.0^{3,8}.0^{18,22}]tritriaconta-3,5,7,9,13,17(33),18(22),19-octaene-12,16-dione